Sodium 5-(cyclobutylamino)benzo[h]isoquinoline C1(CCC1)NC1=C2C=CN=CC2=C2C(=C1)C=CC=C2.[Na]